R-1-BOC-3-hydroxypiperidine C(=O)(OC(C)(C)C)N1C[C@@H](CCC1)O